C1(CC1)OC=1C=C(C=CC1)C1=CC(=NN1C1=C2C=NN(C2=CC=C1)C)CO [5-(3-Cyclopropoxyphenyl)-1-(1-methyl-1H-indazol-4-yl)-1H-pyrazol-3-yl]methanol